C(C#C)NC=1C=2N(C=C(C1)C(=O)OC)C=CN2 methyl 8-(prop-2-yn-1-ylamino)imidazo[1,2-a]pyridine-6-carboxylate